BrC=1C(C(C=C(C1)[N+](=O)[O-])=CNC=1C=C2C=NNC2=CC1)=O 2-bromo-6-[(1H-indazol-5-ylamino)-methylidene]-4-nitrocyclohexa-2,4-dien-1-one